4-{[(3R)-1-methylpiperidin-3-yl]amino}-7,8-dihydro-5H-pyrano[3,4-d]pyridazine CN1C[C@@H](CCC1)NC=1N=NC=C2C1COCC2